3-(7-Chloro-1,4-dimethyl-1H-benzotriazol-5-yl)-3-(7-{[(4R)-8-chloro-4-ethyl-1,1-dioxido-3,4-dihydro-2H-pyrido[2,3-b][1,4,5]oxathiazepin-2-yl]methyl}-1-benzothiophen-5-yl)propanoic acid ClC1=CC(=C(C2=C1N(N=N2)C)C)C(CC(=O)O)C=2C=C(C1=C(C=CS1)C2)CN2S(C1=C(O[C@@H](C2)CC)N=CC(=C1)Cl)(=O)=O